CC1=NN=C(O1)C(C)(C#C)O 2-(5-methyl-1,3,4-oxadiazole-2-yl)but-3-yn-2-ol